ClC=1C(=C2C=NNC2=C(C1F)C(C)C#N)C=1N=CC=2N(C1)C=C(N2)NC(=O)[C@H]2[C@H](C2)F (1S,2S)-N-(6-(5-chloro-7-(1-cyanoethyl)-6-fluoro-1H-indazol-4-yl)imidazo[1,2-a]pyrazin-2-yl)-2-fluorocyclopropane-1-carboxamide